2-chloro-4-[4-(4-fluorophenoxy)-1-piperidyl]-6-methoxy-pyrimidine ClC1=NC(=CC(=N1)N1CCC(CC1)OC1=CC=C(C=C1)F)OC